benzyl (S)-((6-(chloromethyl)-7-(methyl(tetrahydro-2H-pyran-4-yl)amino)imidazo[1,2-b]pyridazin-2-yl)(4,4-difluorocyclohexyl)methyl)carbamate ClCC=1C(=CC=2N(N1)C=C(N2)[C@H](C2CCC(CC2)(F)F)NC(OCC2=CC=CC=C2)=O)N(C2CCOCC2)C